COC(C1=CC=C(C=C1)[C@@H](C(F)(F)F)N1C[C@@H]([C@H](C1)NC(=O)NCCCCCCCCCCC)OC)=O.FC(C1=CC=C(C=C1)C#CC1CCN(CC1)C(C=C)=O)(F)F |o1:9| 1-(4-((4-(trifluoromethyl)phenyl)ethynyl)piperidin-1-yl)prop-2-en-1-one methyl-4-((S*)-2,2,2-trifluoro-1-((3S,4S)-3-methoxy-4-(3-undecylureido)pyrrolidin-1-yl)ethyl)benzoate